1-[4-(4-hydroxybut-1-ynyl)phenyl]hexahydropyrimidine-2,4-dione OCCC#CC1=CC=C(C=C1)N1C(NC(CC1)=O)=O